2-chloro-4-(methylsulfonylmethyl)benzaldehyde ClC1=C(C=O)C=CC(=C1)CS(=O)(=O)C